FC=1C=C2C(=NN(C2=CC1C(C)(C)O)C)NC=1C=NN(C1OC)C 2-{5-fluoro-3-[(5-methoxy-1-methyl-1H-pyrazol-4-yl)amino]-1-methyl-1H-indazol-6-yl}propan-2-ol